7-(2-chloro-5-fluoropyrimidin-4-yl)-2-(1,3-dioxolan-2-yl)-1-isopropylquinolin-4(1H)-one ClC1=NC=C(C(=N1)C1=CC=C2C(C=C(N(C2=C1)C(C)C)C1OCCO1)=O)F